4-[(2-{5-[(1R,4R,7R)-7-amino-2-azabicyclo[2.2.1]heptane-2-carbonyl]-7-methoxy-1-methyl-1H-1,3-benzodiazol-2-yl}-1-(cyclopropylmethyl)-1H-pyrrolo[2,3-b]pyridin-6-yl)amino]benzonitrile N[C@H]1[C@@H]2N(C[C@H]1CC2)C(=O)C2=CC1=C(N(C(=N1)C1=CC=3C(=NC(=CC3)NC3=CC=C(C#N)C=C3)N1CC1CC1)C)C(=C2)OC